ClC1=C(C(N(C=C1)C1CC(C1)(F)F)=O)C=O 4-chloro-1-(3,3-difluorocyclobutyl)-2-oxo-1,2-dihydropyridine-3-carbaldehyde